Sulfoxanthin S(=O)(=O)(O)C1=NC=2NC(NC(C2N1)=O)=O